C(CCCCCCCC)C(=CC(=O)O)CCCCCCCCC 3-nonyldodec-2-enoic acid